4-(9,10-Bis(trifluoromethyl)perylene-3-yl)butyric acid methyl-4-(9,10-bis(trifluoromethyl)perylene-3-yl)butyrate COC(CCCC=1C=CC=2C=3C=CC(=C4C(=CC=C(C5=CC=CC1C52)C43)C(F)(F)F)C(F)(F)F)=O.FC(C4=CC=C3C5=CC=CC2=C(C=CC(C=1C=CC(=C4C31)C(F)(F)F)=C25)CCCC(=O)O)(F)F